4-hexyldecyl 8-[[8-(4-hexyldecoxy)-8-oxo-octyl]-(2-hydroxyethyl)amino]octanoate C(CCCCC)C(CCCOC(CCCCCCCN(CCCCCCCC(=O)OCCCC(CCCCCC)CCCCCC)CCO)=O)CCCCCC